nickel copper alloyl-titanium oxide [O-2].C(C=C)(=O)[Ti+3].[Cu+2].[Ni+2]